ClC1=CC=C(C=C1)C(CCS(=O)(=O)C1=CC=CC=C1)=O 1-(4-chlorophenyl)-3-(benzenesulfonyl)propan-1-one